N,N-divinyl-aniline C(=C)N(C1=CC=CC=C1)C=C